N-{4-[2-(2-aminopyrimidin-5-yl)ethynyl]-3-chloropyridin-2-yl}-5-chloro-2-methoxypyridine-3-sulfonamide NC1=NC=C(C=N1)C#CC1=C(C(=NC=C1)NS(=O)(=O)C=1C(=NC=C(C1)Cl)OC)Cl